1-(3-(8-chloro-6-fluoro-7-(3-hydroxynaphthalen-1-yl)-4-((1-methylpyrrolidin-2-yl)-methoxy)-1H-imidazo[4,5-c]quinolin-1-yl)pyrrolidin-1-yl)prop-2-en-1-one ClC1=CC=2C3=C(C(=NC2C(=C1C1=CC(=CC2=CC=CC=C12)O)F)OCC1N(CCC1)C)N=CN3C3CN(CC3)C(C=C)=O